gallium(III) acetate C(C)(=O)[O-].[Ga+3].C(C)(=O)[O-].C(C)(=O)[O-]